methylenebis(anthranilic acid) C(NC=1C(C(=O)O)=CC=CC1)NC=1C(C(=O)O)=CC=CC1